N-{cycloheptyl-[4-fluoro-5-(tetrahydropyran-4-yl)-1H-benzoimidazol-2-yl]methyl}-3-methylisoxazole-4-carboxamide C1(CCCCCC1)C(NC(=O)C=1C(=NOC1)C)C1=NC2=C(N1)C=CC(=C2F)C2CCOCC2